CN1C(C(=CC2=C(C=CC=C12)N1CCN(C2=CC=C(C=C12)S(=O)(=O)N)C)C)=O 4-(1,3-dimethyl-2-oxo-1,2-dihydroquinolin-5-yl)-1-methyl-1,2,3,4-tetrahydroquinoxaline-6-sulfonamide